BrC=1C=CC(=C(C1)C1=C(C=CC(=C1)F)Cl)S(=O)(=O)N1CCC(CC1)(C(=O)N[C@H](C)\C=C/S(=O)(=O)C)F (R,Z)-1-((5-bromo-2'-chloro-5'-fluoro-[1,1'-biphenyl]-2-yl)sulfonyl)-4-fluoro-N-(4-(methylsulfonyl)but-3-en-2-yl)piperidine-4-carboxamide